FC1(CCC(CC1)C(=O)NCCN1CC2=C(CC1)C1=C(O2)C(=CC=C1)OC)F 4,4-difluoro-N-(2-(8-methoxy-3,4-dihydrobenzofuro[2,3-c]pyridin-2(1H)-yl)ethyl)cyclohexane-1-carboxamide